methyl 3-amino-7-bromo-1H-indazole-4-carboxylate NC1=NNC=2C(=CC=C(C12)C(=O)OC)Br